S1C(=CC=C1)C1=CC(=NN1CC(=O)O)CNC(C1=C(C=CC=C1)OC(F)(F)F)=O 2-(5-(thiophen-2-yl)-3-((2-(trifluoromethoxy)benzamido)methyl)-1H-pyrazol-1-yl)acetic acid